(cyclohexyl-(phenyl)methyl)aniline C1(CCCCC1)C(C1=CC=CC=C1)NC1=CC=CC=C1